BrC1=C2C(N(C=NC2=CC=C1OC1=C(C(=CC=C1F)F)C#N)[C@@H]1COC2(C1)CCN(CC2)C(=O)OC(C)(C)C)=O tert-butyl (S)-3-(5-bromo-6-(2-cyano-3,6-difluorophenoxy)-4-oxoquinazolin-3(4H)-yl)-1-oxa-8-azaspiro[4.5]decane-8-carboxylate